C(C)(C)(C)OC(=O)N1C=NC(=C1)C[C@@H](C1=NC(=NO1)CCC1=CC=CC=C1)NC(=O)OC(C)(C)C (S)-4-(2-((tert-butoxycarbonyl)amino)-2-(3-phenethyl-1,2,4-oxadiazol-5-yl)ethyl)-1H-imidazole-1-carboxylic acid tert-butyl ester